1-(3-bromophenyl)-N-{2-fluoro-4-[4-(morpholin-4-yl)-7-{[2-(trimethylsilyl)ethoxy]methyl}-7H-pyrrolo[2,3-d]pyrimidin-6-yl]phenyl}-N-(methoxymethyl)ethane-1-sulfonamide BrC=1C=C(C=CC1)C(C)S(=O)(=O)N(COC)C1=C(C=C(C=C1)C1=CC2=C(N=CN=C2N2CCOCC2)N1COCC[Si](C)(C)C)F